COC1=C(C(=CC=C1)OC)C=1C(=C(C(=NC1COCC)O)C(=O)N1CC(CC1)C1=C(C=CC=C1)F)O 5-(2,6-dimethoxyphenyl)-6-(ethoxymethyl)-3-[3-(2-fluorophenyl)pyrrolidine-1-carbonyl]pyridine-2,4-diol